3-(cyclopropylethynyl)-9-ethyl-6,6-dimethyl-8-(4-morpholinopiperidin-1-yl)-5,6-dihydro-11H-benzo[b]carbazol-11-one C1(CC1)C#CC1=CC=C2C=3C(C4=C(C(C3NC2=C1)(C)C)C=C(C(=C4)CC)N4CCC(CC4)N4CCOCC4)=O